3,5-dichloro-N-(8-chloro-2-methyl-4-oxo-3-(2-(trifluoromethyl)benzyl)-3,4-dihydroquinazolin-5-yl)-4-hydroxybenzamide ClC=1C=C(C(=O)NC2=C3C(N(C(=NC3=C(C=C2)Cl)C)CC2=C(C=CC=C2)C(F)(F)F)=O)C=C(C1O)Cl